3-methyl-5-methylenedecylacetate CC(CCCC(=O)[O-])CC(CCCCC)=C